2-amino-6-(3,3-difluorobutoxy)nicotinic acid NC1=C(C(=O)O)C=CC(=N1)OCCC(C)(F)F